N-((2-(6-(2,2-difluorocyclopropyl)-2,3-dihydro-4H-pyrido[3,2-b][1,4]oxazin-4-yl)-1,6-naphthyridin-7-yl)methyl)-3-((fluoromethyl)sulfonyl)benzofuran-5-carboxamide FC1(C(C1)C=1C=CC=2OCCN(C2N1)C1=NC2=CC(=NC=C2C=C1)CNC(=O)C=1C=CC2=C(C(=CO2)S(=O)(=O)CF)C1)F